(1S,2S,3S)-N-(8-amino-7-fluoro-6-(4-methylpyridin-3-yl)isoquinolin-3-yl)-2-(1-(2,2-difluoroethyl)-1H-pyrazol-4-yl)-3-methylcyclopropanecarboxamide NC=1C(=C(C=C2C=C(N=CC12)NC(=O)[C@@H]1[C@H]([C@@H]1C)C=1C=NN(C1)CC(F)F)C=1C=NC=CC1C)F